4-[1-hydroxy-2-(methylamino)ethyl]phenol OC(CNC)C1=CC=C(C=C1)O